C(=O)O.ClC=1C=CC(=C(C1)C=1C=C2C(=NN=C(C2=CC1)NCC1=C(C=C(C=C1)OC)OC)C)OC(F)(F)F 6-[5-chloro-2-(trifluoromethoxy)phenyl]-N-[(2,4-dimethoxyphenyl)methyl]-4-methylphthalazin-1-amine formic acid salt